BrC1=C(C(=O)NC2=CC(=CC=C2)NC=2C(C3=CC=CC=C3C(C2)=O)=O)C=C(C=C1)Br 2,5-dibromo-N-(3-((1,4-dioxo-1,4-dihydronaphthalen-2-yl)amino)phenyl)benzamide